(R)-(4-(4-(difluoromethyl)pyrazolo[1,5-a]pyridin-2-yl)-1,4,6,7-tetrahydro-5H-imidazo[4,5-c]pyridin-5-yl)(oxazol-2-yl)methanone FC(C=1C=2N(C=CC1)N=C(C2)[C@@H]2N(CCC1=C2N=CN1)C(=O)C=1OC=CN1)F